CC1=CC=NC2=C(C=C(C=C12)C)O.CC1=CC=NC2=C(C=C(C=C12)C)O.CC1=CC=NC2=C(C=C(C=C12)C)O.[Al] aluminum tris(4,6-dimethyl-8-quinolinol)